(R)-3-Fluoro-N-(2-hydroxypropyl)-4-(piperazin-1-yl)benzamide FC=1C=C(C(=O)NC[C@@H](C)O)C=CC1N1CCNCC1